N-(4-{4-cyano-2-[4-(difluoromethyl)-4H-1,2,4-triazol-3-yl]phenyl}-6-cyclopropyl-2-pyridyl)-5-{[(S)-3-methyl-1-piperidyl]methyl}-1-cyclopropyl-2-oxo-1,2-dihydronicotinamide C(#N)C1=CC(=C(C=C1)C1=CC(=NC(=C1)C1CC1)NC(C=1C(N(C=C(C1)CN1C[C@H](CCC1)C)C1CC1)=O)=O)C1=NN=CN1C(F)F